4-bromo-N-(4-((6-methyl-2-(pyrrolidin-1-yl)pyrimidin-4-yl)amino)phenyl)thiophene-2-carboxamide BrC=1C=C(SC1)C(=O)NC1=CC=C(C=C1)NC1=NC(=NC(=C1)C)N1CCCC1